2-(4-(2-((tert-butyldimethylsilyloxy)oxy)ethoxy)-3,5-dimethylphenyl)-5-methyl-4-oxo-4,5-dihydrofuran [Si](C)(C)(C(C)(C)C)OOCCOC1=C(C=C(C=C1C)C=1OC(C(C1)=O)C)C